5,5'-(piperazine-1,4-diyl)bis(4-(4-chlorothiophene-2-yl)thiazol-2-amine) N1(CCN(CC1)C1=C(N=C(S1)N)C=1SC=C(C1)Cl)C1=C(N=C(S1)N)C=1SC=C(C1)Cl